bissuccinimidyl suberate sodium [Na].C(CCCCCCC(=O)ON1C(CCC1=O)=O)(=O)ON1C(CCC1=O)=O